BrC=1C(=C(C(=O)OCC)C=CC1)CBr ethyl 3-bromo-2-(bromomethyl)benzoate